4-Amino-N-(2,3-dihydro-1H-inden-2-yl)-6-((2-hydroxyphenyl)amino)-N-methyl-pyridineamide NC1=CC(=NC(=C1)NC1=C(C=CC=C1)O)C(=O)N(C)C1CC2=CC=CC=C2C1